ethyl 2-[2-(3,4-difluoro-2-methyl-phenoxy)-4-methyl-5-(trifluoromethyl)-3-pyridyl]-5,6-dimethyl-4-oxo-1H-pyridine-3-carboxylate FC=1C(=C(OC2=NC=C(C(=C2C=2NC(=C(C(C2C(=O)OCC)=O)C)C)C)C(F)(F)F)C=CC1F)C